OC1(C(=O)O)CC(=CC=C1)O 1,3-dihydroxybenzoic acid